[1,1':4',1''-terphenyl]-2-amine C=1(C(=CC=CC1)N)C1=CC=C(C=C1)C1=CC=CC=C1